OC1=C(C=C(C=C1C(C)(C)C)NC1=NC(=NC(=N1)SCCCCCCCC)SCCCCCCCC)C(C)(C)C 6-(4-hydroxy-3,5-di-t-butylphenylamino)-2,4-bis(octylthio)-1,3,5-triazine